CCN(CC)C1CNC1.Cl.Cl N,N-diethylazetidin-3-amine dihydrochloride